ClC=1C(=CC(=C(C1)B(O)O)C)OC 5-CHLORO-4-METHOXY-2-METHYLPHENYLBORONIC ACID